N-(2-methyl-1,2,3,4-tetrahydronaphthalene-2-carbonyl)-O-(3-(2-(5,6,7,8-tetrahydro-1,8-naphthyridin-2-yl)ethyl)cyclobutyl)homoserine CC1(CC2=CC=CC=C2CC1)C(=O)N[C@@H](CCOC1CC(C1)CCC1=NC=2NCCCC2C=C1)C(=O)O